[Cl-].C(CCC)OC1=CC=C(/C=C/C2=C(C[NH2+]CC3=CC=C(C=C3)OC)C(=CC(=C2)OC)OC)C=C1 (E)-N-(2-(4-butoxystyryl)-4,6-dimethoxybenzyl)-1-(4-methoxyphenyl)methylammonium chloride